N-(5-((4-chloro-3H-spiro[furo[3,4-c]pyridin-1,3'-piperidin]-1'-yl)methyl)thiazol-2-yl)acetamide ClC1=NC=CC2=C1COC21CN(CCC1)CC1=CN=C(S1)NC(C)=O